C1(=CC=CC=C1)C(CC=C)N 1-phenylbut-3-ene-1-amine